C(CC1=CC=CC=C1)C1OCCC(O1)C(CC(=O)C1=CC=CC=C1)C 3-(2-phenethyl-1,3-dioxan-4-yl)-1-phenylbutan-1-one